C(=O)(O)CC(CCP(OC)([O-])=O)(C(=O)O)NC1=CC=CC=C1 methyl carboxymethylphenylaminocarboxypropylphosphonate